FC1CN(CCC1NC1=CC=CC2=C1SC(=C2CC(F)(F)F)C#CCNC2=C(C=C(C(=O)NC)C=C2)OCCOC)C 4-((3-(7-(((Z)-3-fluoro-1-methylpiperidin-4-yl)amino)-3-(2,2,2-trifluoroethyl)benzo[b]thiophen-2-yl)prop-2-yn-1-yl)amino)-3-(2-methoxyethoxy)-N-methylbenzamide